BrC1=C(C(=CC2=C1N(C(N2)=O)CC2=CC=C(C=C2)OC)F)C(=O)C2=C(C=CC(=C2)F)Cl 7-bromo-6-[(2-chloro-5-fluorophenyl)carbonyl]-5-fluoro-1-[(4-methoxyphenyl)methyl]-2,3-dihydro-1H-benzo[d]imidazol-2-one